ClC1=CC(=C(C=C1)C1=NC(=NC2=C1N=C(N(C2=O)C)C)N2CC(OCC2)C=2C=NN(C2)C2COC2)F 8-(4-Chloro-2-fluorophenyl)-2,3-dimethyl-6-(2-(1-(oxetan-3-yl)-1H-pyrazol-4-yl)morpholino)pyrimido[5,4-d]pyrimidin-4(3H)-one